(S)-2-(5-chlorothiophen-2-yl)-1-(4-((5R,7S)-7-hydroxy-5-methyl-6,7-dihydro-5H-cyclopenta[d]pyrimidin-4-yl)piperazin-1-yl)-3-(tetrahydro-2H-pyran-4-ylamino)propan-1-one ClC1=CC=C(S1)[C@H](C(=O)N1CCN(CC1)C=1C2=C(N=CN1)[C@H](C[C@H]2C)O)CNC2CCOCC2